diacrylic acid amide C(C=C)(=O)N.C(C=C)(=O)N